(S)-N-(8,9-Difluoro-6-oxo-1,4,5,6-tetrahydro-2H-pyrano[3,4-c]isoquinolin-1-yl)-N-methylquinoline-6-carboxamide FC=1C(=CC=2C3=C(NC(C2C1)=O)COC[C@H]3N(C(=O)C=3C=C1C=CC=NC1=CC3)C)F